ClC1=NC(=NC=C1C(F)(F)F)NC1CCN(CC1)C(=O)C1=CC=C(C=C1)C1(COC1)O (4-((4-chloro-5-(trifluoromethyl)pyrimidin-2-yl)amino)piperidin-1-yl)(4-(3-hydroxyoxetan-3-yl)phenyl)methanone